1-oxacyclopropane-2,3-dicarboxylic acid O1C(C1C(=O)O)C(=O)O